3,5-bis(4-nitro-benzylidene)-4-piperidone [N+](=O)([O-])C1=CC=C(C=C2CNCC(C2=O)=CC2=CC=C(C=C2)[N+](=O)[O-])C=C1